4-(7-fluoro-imidazo[1,2-a]pyridin-3-yl)-7-((6-(((R)-3-methoxy-pyrrolidin-1-yl)methyl)-5-((R)-tetrahydrofuran-3-yl)pyridin-2-yl)amino)isoindolin-1-one FC1=CC=2N(C=C1)C(=CN2)C2=C1CNC(C1=C(C=C2)NC2=NC(=C(C=C2)[C@@H]2COCC2)CN2C[C@@H](CC2)OC)=O